FC(C1=CC=C(C=C1)C12C(C=3C(=NC(=CC3O1)C#N)OC)(C(C(C2C2=CC=CC=C2)CN(C)C)O)O)F 5a-(4-(difluoromethyl)phenyl)-7-((dimethyl-amino)methyl)-8,8a-dihydroxy-1-methoxy-6-phenyl-5a,7,8,8a-tetrahydro-6H-cyclopenta[4,5]furo[3,2-c]pyridine-3-carbonitrile